(5S,8S,10aR)-5-amino-N-((R)-chroman-4-yl)-3-(2,2-difluoropropyl)-6-oxodecahydropyrrolo[1,2-a][1,5]diazocine-8-carboxamide hydrochloride Cl.N[C@H]1CN(CC[C@@H]2N(C1=O)[C@@H](CC2)C(=O)N[C@@H]2CCOC1=CC=CC=C21)CC(C)(F)F